FC=1C=C(C(=NC1)C1(C=C(C(C(C1)(C)C)=O)C#N)OC)C1=CN=NC=C1 3-[5-fluoro-3-(pyridazin-4-yl)pyridin-2-yl]-3-methoxy-5,5-dimethyl-6-oxocyclohex-1-ene-1-carbonitrile